stearoyl chloride C(CCCCCCCCCCCCCCCCC)(=O)Cl